ethyl 3-{3-[(5-chloro-6-hydroxy-2,2-dioxo-2H-1,2λ6,3-benzoxathiazin-3(4H)-yl)methyl]-4-methylphenyl}-3-{1-[2-(2-hydroxyethoxy)ethyl]-4-methyl-1H-benzotriazol-5-yl}propanoate ClC1=C(C=CC2=C1CN(S(O2)(=O)=O)CC=2C=C(C=CC2C)C(CC(=O)OCC)C2=C(C1=C(N(N=N1)CCOCCO)C=C2)C)O